12-[[tert-butyl(diphenyl)silyl]oxymethyl]-4-fluoro-1,6,11-triazatricyclo[7.4.0.02,7]trideca-2(7),3,5,8-tetraen-10-one [Si](C1=CC=CC=C1)(C1=CC=CC=C1)(C(C)(C)C)OCC1NC(C2=CC=3N=CC(=CC3N2C1)F)=O